C(C)(C)(C)N(C(O)=O)CC=1SC=C(C1OC)C(NC1C(NC(CC1)=O)=O)=O.ON1C(CCC1)C(=O)N[C@@H](C)C1=CC=C(C=C1)C1=C(N=CS1)C hydroxy-N-[(1S)-1-[4-(4-methylthiazol-5-yl)phenyl]ethyl]pyrrolidine-2-carboxamide tert-butyl-((4-((2,6-dioxopiperidin-3-yl)carbamoyl)-3-methoxythiophen-2-yl)methyl)carbamate